ethyl-6-[2-[[7-(5-methyl-1,2,4-oxadiazol-3-yl)-1-isoquinolinyl]amino]ethyl]-7-oxo-5H-pyrrolo[3,4-b]pyridine-2-carboxamide C(C)C=1C=C2C(=NC1C(=O)N)C(N(C2)CCNC2=NC=CC1=CC=C(C=C21)C2=NOC(=N2)C)=O